ClCCCCOC1=C(CBr)C=CC=C1 2-(4-chlorobutoxy)benzyl bromide